N(=[N+]=[N-])CCCOC[C@@]12C[C@H](N([C@H]2C1)C(CNC(=O)C=1C=CC=2C(C3=CC=CC=C3C2C1)(F)F)=O)C(=O)O (1S,3S,5R)-5-((3-azidopropoxy)methyl)-2-((9,9-difluoro-9H-fluorene-3-carbonyl)glycyl)-2-azabicyclo[3.1.0]hexane-3-carboxylic acid